N-cyclopentyl-2-(octa-hydro-4H-pyrrolo[3,2-b]pyridin-4-yl)-benzo-[d]thiazole-6-carboxamide C1(CCCC1)NC(=O)C1=CC2=C(N=C(S2)N2C3C(CCC2)NCC3)C=C1